5-(4-((1,4-Dioxazin-2-yl)methoxy)-3-chlorophenyl)-2-oxo-6-(trifluoromethyl)-1,2-dihydropyridine-3-carboxamide O1N(COC=C1)COC1=C(C=C(C=C1)C=1C=C(C(NC1C(F)(F)F)=O)C(=O)N)Cl